(S)-8-chloro-4-((3,4-dichloro-2-fluorophenyl)amino)-6-(((6-(oxetan-3-yl)-4,5,6,7-tetrahydrothieno[2,3-c]pyridin-3-yl)(1H-1,2,3-triazol-4-yl)methyl)amino)quinoline-3-carbonitrile ClC=1C=C(C=C2C(=C(C=NC12)C#N)NC1=C(C(=C(C=C1)Cl)Cl)F)N[C@H](C=1N=NNC1)C1=CSC=2CN(CCC21)C2COC2